(R)-2-((4-(5-(chloromethyl)oxazol-2-yl)-2-methoxyphenyl)amino)-8-cyclopentyl-7-ethyl-5-methyl-7,8-dihydropteridin-6(5H)-one ClCC1=CN=C(O1)C1=CC(=C(C=C1)NC1=NC=2N([C@@H](C(N(C2C=N1)C)=O)CC)C1CCCC1)OC